ClC=1C=C(C=C(C1)Cl)C1=CC(=CC(=N1)OC=1C=CC(=NC1)N1CCN(CC1)C(=O)OC(C)(C)C)CN1CCC(CC1)CNC(=O)OC tert-Butyl 4-(5-((6-(3,5-dichlorophenyl)-4-((4-(((methoxycarbonyl)amino)methyl)piperidin-1-yl)methyl)pyridin-2-yl)oxy)pyridin-2-yl)piperazine-1-carboxylate